2-methyl-3-(para-isopropylphenyl)propionaldehyde CC(C=O)CC1=CC=C(C=C1)C(C)C